The molecule is a 1,2-diacyl-sn-glycero-3-phospho-(1'-sn-glycerol) in which the 1- and 2-acyl groups are specified as (9Z)-octadec-9-enoyl (oleoyl) and hexadecanoyl (palmitoyl) respectively. It is a conjugate acid of a 1-[(9Z)-octadec-9-enoyl]-2-hexadecanoyl-sn-glycero-3-phospho-(1'-sn-glycerol)(1-). CCCCCCCCCCCCCCCC(=O)O[C@H](COC(=O)CCCCCCC/C=C\\CCCCCCCC)COP(=O)(O)OC[C@H](CO)O